4-[(1R,4S)-5-(3-fluorophenyl)-2,5-diazabicyclo[2.2.1]hept-2-yl]-2-isoquinolin-5-ylpyrimidine-5-carbonitrile FC=1C=C(C=CC1)N1[C@@H]2CN([C@@H](C1)C2)C2=NC(=NC=C2C#N)C2=C1C=CN=CC1=CC=C2